chromium triethanolamine N(CCO)(CCO)CCO.[Cr]